1,2,4-tris(2-oxazolin-2-yl)benzene ethyl-4-methoxybenzoate C(C)OC(C1=CC=C(C=C1)OC)=O.O1C(=NCC1)C1=C(C=C(C=C1)C=1OCCN1)C=1OCCN1